N-(3,5-dichloropyridin-4-yl)-3-cyclobutylmethoxy-4-difluoromethoxybenzamide ClC=1C=NC=C(C1NC(C1=CC(=C(C=C1)OC(F)F)OCC1CCC1)=O)Cl